thiosulfenate S[S-]